C1(=CC=CC=C1)COC1=CC(=CC=C1)CC 1-(Phenylmethoxy)-3-ethylbenzene